3-((benzyloxy)methyl)-1-(2-(3,5-dimethyl-1H-pyrazol-1-yl)-7-fluoro-4-isopropylquinolin-6-yl)-4-ethyl-1H-1,2,4-triazol-5(4H)-one C(C1=CC=CC=C1)OCC1=NN(C(N1CC)=O)C=1C=C2C(=CC(=NC2=CC1F)N1N=C(C=C1C)C)C(C)C